N-benzyl-3-[8-(cyclohexylamino)-1,5-naphthyridin-2-yl]benzene-1-sulfonamide C(C1=CC=CC=C1)NS(=O)(=O)C1=CC(=CC=C1)C1=NC2=C(C=CN=C2C=C1)NC1CCCCC1